5-benzyl-3-(((3-methylbenzyl)oxy)methyl)-4,5-dihydroisoxazole-5-carboxylic acid C(C1=CC=CC=C1)C1(CC(=NO1)COCC1=CC(=CC=C1)C)C(=O)O